COC=1C=CC2=C(C=C(O2)C=2N=C3N(C=CC=C3)C2NC)C1 2-(5-methoxy-1-benzofuran-2-yl)-N-methylimidazo[1,2-a]pyridin-3-amine